F[C@H]1C[C@H](N(C1)C(CN1C[C@@H](CC1)NC=1C=NC2=NC(=CC=C2C1)Cl)=O)C#N (2S,4S)-4-Fluoro-1-[2-[(3R)-3-[(7-chloro-1,8-naphthyridin-3-yl)amino]pyrrolidin-1-yl]acetyl]pyrrolidin-2-carbonitril